C1(=CC(=CC=C1)C1=NC2=C3N=C(C=CC3=CC=C2C=C1)N1C=2N(CCC1)CCCN2)C2=NC1=C3N=C(C=CC3=CC=C1C=C2)N2C=1N(CCC2)CCCN1 2,2'-(1,3-phenylene)bis[9-(1,3,4,6,7,8-hexahydro-2H-pyrimido[1,2-a]pyrimidin-1-yl)-1,10-phenanthroline]